(2S)-1-[3,5-bis[[2,6-dihydroxy-4-methoxy-3-methyl-5-(1-oxobutyl)phenyl]methyl]-2,4,6-trihydroxyphenyl]-2-methyl-1-butanone OC1=C(C(=C(C(=C1C)OC)C(CCC)=O)O)CC=1C(=C(C(=C(C1O)CC1=C(C(=C(C(=C1O)C(CCC)=O)OC)C)O)O)C([C@H](CC)C)=O)O